4,4-bis(dimethylamino)benzophenone CN(C1(CC=C(C(=O)C2=CC=CC=C2)C=C1)N(C)C)C